6-(benzylthio)-8-chloro-3-(5-(difluoromethyl)-1,3,4-thiadiazol-2-yl)imidazo[1,5-a]pyridin-1-nitrile C(C1=CC=CC=C1)SC=1C=C(C=2N(C1)C(=NC2C#N)C=2SC(=NN2)C(F)F)Cl